COC1=C(CN)C=C(C=C1)OC 2,5-Dimethoxybenzylamine